COC=1C=C(C=CC1C)NC(=O)C1CCC(CC1)N1C(NC2=CC(=CC(=C2C1)C)C(=O)OC)=O methyl 3-((1s,4s)-4-(3-methoxy-4-methylphenylcarbamoyl)cyclohexyl)-5-methyl-2-oxo-1,2,3,4-tetrahydroquinazoline-7-carboxylate